FC1(C[C@@H](CC1)NC1=NC(=NC(=N1)N[C@H]1CC(CC1)(F)F)C1=NC(=CN=C1)C(F)(F)F)F N2,N4-bis((R)-3,3-difluorocyclopentyl)-6-(6-(trifluoromethyl)pyrazin-2-yl)-1,3,5-triazine-2,4-diamine